C(C1=CC=CC=C1)(C1=CC=CC=C1)N[C@H](C)C=1SC(=CN1)C(=O)NC1=NC=C(C(=C1)C(F)(F)F)Cl 2-((1R)-1-(benzhydrylamino)ethyl)-N-(5-chloro-4-(trifluoromethyl)pyridin-2-yl)-1,3-thiazole-5-carboxamide